4-[3-(4-hydroxyphenyl)-4,4-dimethyl-2,5-dioxoimidazolidin-1-yl]-2-trifluoromethylbenzonitrile OC1=CC=C(C=C1)N1C(N(C(C1(C)C)=O)C1=CC(=C(C#N)C=C1)C(F)(F)F)=O